11-methyl-7,15-dioxa-4,11,20,21-tetraazatetracyclo[14.5.2.12,6.019,22]tetracosa-1(21),2,4,6(24),16,18,22-heptaen-10-one CN1C(CCOC=2C=NC=C(C3=NNC4=CC=C(OCCC1)C=C34)C2)=O